chlorospiro[cyclohexane-1,1'-indene]-3-one ClC=1C2(C3=CC=CC=C3C1)CC(CCC2)=O